lithium manganese-lithium [Li].[Mn].[Li]